ClC=1C=C2C(C(=CN(C2=CC1N1[C@H](CCC1)CO)C=1C=NC(=CC1)N1CC(C1)N(C)C)C(=O)OCC)=O ethyl 6-chloro-1-[6-[3-(dimethylamino) azetidin-1-yl] pyridin-3-yl]-7-[(2R)-2-(hydroxymethyl) pyrrolidin-1-yl]-4-oxoquinoline-3-carboxylate